C[Si](O[Si](O[Si](OCC)(OCC)C)(C1=CC=CC=C1)C)(OCC)OCC 1,3,5-trimethyl-1,1,5,5-tetraethoxy-3-phenyl-trisiloxane